ClC=1C=CC=C2C(=CN(C12)C\C=C\[C@H]1NCCC[C@@H]1O)C(=O)O 7-chloro-1-((E)-3-((2R,3S)-3-hydroxypiperidin-2-yl)allyl)-1H-indole-3-carboxylic acid